CC1=CC(=O)C2=C(O1)C=C3C(=C2OC)C=CO3 The molecule is a furanochromone that is furo[3,2-g]chromen-5-one which is substituted at positions 4 and 7 by methoxy and methyl groups, respectively. Found in the toothpick-plant, Ammi visnaga. It has a role as a phytotoxin, an EC 1.1.1.37 (malate dehydrogenase) inhibitor, a vasodilator agent, an antihypertensive agent, an anti-inflammatory agent and a plant metabolite. It is a furanochromone, an aromatic ether and a polyketide.